4-iodobenzyl alcohol IC1=CC=C(CO)C=C1